(S)-tert-Butyl ((4-bromo-5-chloro-2-phenyl-2,3-dihydrobenzofuran-2-yl)methyl)carbamate BrC1=C(C=CC2=C1C[C@](O2)(C2=CC=CC=C2)CNC(OC(C)(C)C)=O)Cl